potassium trisiamylborohydride C(C)(C(C)C)[BH-](C(C)C(C)C)C(C)C(C)C.[K+]